N-(1-(azetidin-1-ylmethyl)cyclopropyl)-2-methyl-2-(3-(trifluoromethyl)phenyl)propanamide N1(CCC1)CC1(CC1)NC(C(C)(C1=CC(=CC=C1)C(F)(F)F)C)=O